4-(t-butyldimethylsilyl)oxo-1-butanol [Si](C)(C)(C(C)(C)C)CCCC(O)=O